(3aS,7aR)-1-(6-(2-fluoro-4-(trifluoromethyl)phenyl)-5-methyl-1,2,4-triazin-3-yl)-6-methyloctahydro-1H-pyrrolo[2,3-c]pyridine FC1=C(C=CC(=C1)C(F)(F)F)C1=C(N=C(N=N1)N1CC[C@H]2[C@@H]1CN(CC2)C)C